C1(CCCCC1)N1N=CC(=C1)NC1=NC=C(C(=N1)C1=C(C(=O)O)C=CC=C1)C (2-((1-cyclohexyl-1H-pyrazol-4-yl)amino)-5-methylpyrimidin-4-yl)benzoic acid